BrC1=CC2=C(NC(CO2)=O)C=C1 7-bromo-4H-1,4-benzoxazin-3-one